1H-1,2,4-triazole-3-amide N1N=C(N=C1)C(=O)N